3-(4,4-Dimethyl-2-oxo-3,4-dihydro-2H-pyran-6-yl)-5-ethyl-1-methyl-1H-indazole 2-oxide CC1(CC(OC(=C1)C1=[N+](N(C2=CC=C(C=C12)CC)C)[O-])=O)C